2-isopropyl-N-methyl-benzamide C(C)(C)C1=C(C(=O)NC)C=CC=C1